4-benzoyl-3,4-dihydroquinoxaline-1(2H)-carboxylic acid tert-butyl ester C(C)(C)(C)OC(=O)N1CCN(C2=CC=CC=C12)C(C1=CC=CC=C1)=O